6-fluoro-3-azabicyclo[3.1.1]heptane FC1C2CNCC1C2